NC(C)C=1C(=NC=CC1)N(CC1=CC=C(C=C1)OC)CC1=CC=C(C=C1)OC 3-(1-aminoethyl)-N,N-bis[(4-methoxyphenyl)methyl]pyridin-2-amine